2-[4-[[6-oxo-3-(1,2,4-triazol-1-yl)pyridazin-1-yl]methyl]piperidin-1-yl]pyrido[1,2-a]pyrimidin-4-one O=C1C=CC(=NN1CC1CCN(CC1)C=1N=C2N(C(C1)=O)C=CC=C2)N2N=CN=C2